2-((5-octyl-1,3,4-thiadiazol-2-yl)methyl)acrylic acid C(CCCCCCC)C1=NN=C(S1)CC(C(=O)O)=C